dipalmitoylethylhydroxy-ethylmethylammonium C(CCCCCCCCCCCCCCC)(=O)C([N+](CC)(O)CC)C(CCCCCCCCCCCCCCC)=O